ClC(C1=C(C(=C(C(=C1Cl)Cl)Cl)C(Cl)(Cl)Cl)Cl)(Cl)Cl 1,3-bis(trichloromethyl)-2,4,5,6-tetrachlorobenzene